ClC1=C(C(=O)NC2=CC=C(C=C2)C(=O)N2CCC([C@@](C3=C2C=CC(=C3)Cl)(CO)O)(F)F)C=C(C=C1)F 2-chloro-N-{4-[(5R)-7-chloro-4,4-difluoro-5-hydroxy-5-(hydroxymethyl)-2,3,4,5-tetrahydro-1H-1-benzazepin-1-carbonyl]phenyl}-5-fluorobenzamide